[Si](C)(C)(C(C)(C)C)OCC1(CCN(CC1)C=1C=NC(=CC1)[N+](=O)[O-])O 4-{[(tert-butyl-dimethylsilyl)oxy]methyl}-1-(6-nitropyridin-3-yl)piperidin-4-ol